BrC=1C=C(C[C@H]2[C@@H](C3=CC=CC=C3C2)O)C=CC1 (1S,2R)-2-(3-bromobenzyl)-2,3-dihydro-1H-inden-1-ol